C(C(=C)C)(=O)OCCCOC(C(=C)C)=O.ClCC(=C(F)F)F 3-chloro-1,1,2-trifluoropropene 3-methacryloyloxypropylmethacrylate